C=1N=CN2C1C1=CC=CC=C1[C@@H]2[C@](C)(O)C=2NC=CN2 (S)-1-((R)-5H-imidazo[5,1-a]isoindol-5-yl)-1-(1H-imidazol-2-yl)ethan-1-ol